N-(3-chlorophenyl)-3-hydroxy-N-methyl-pyrrolidine-2-carboxamide ClC=1C=C(C=CC1)N(C(=O)C1NCCC1O)C